C(C)(C)C1=CC=C(C(=O)NN=CC2=CC=C(C(=O)OC)C=C2)C=C1 methyl 4-((2-(4-isopropylbenzoyl)hydrazinylidene)methyl)benzoate